OCC1OC(CCC1)OC1=CC=C(C=C1)[N+](=O)[O-] (hydroxymethyl)-6-(4-nitrophenoxy)tetrahydro-4H-pyran